FC=1C=2CCCC2C(=C2CCCC12)NC(=O)N=S(=O)(N)C=1C=NN2C1OC[C@H](C2)NCCF (6S)-N'-((8-fluoro-1,2,3,5,6,7-hexahydro-s-indacen-4-yl)carbamoyl)-6-((2-fluoroethyl)amino)-6,7-dihydro-5H-pyrazolo[5,1-b][1,3]oxazine-3-sulfonimidamide